(+)-4-(o-tolyl)-3-toluenesulfonyl-chroman-2-one C1(=C(C=CC=C1)C1C(C(OC2=CC=CC=C12)=O)S(=O)(=O)CC1=CC=CC=C1)C